deoxyadenosine-5'-tetraphosphate P(O)(=O)(OP(=O)(O)OP(=O)(O)OP(=O)(O)O)OC[C@@H]1[C@H](C[C@@H](O1)N1C=NC=2C(N)=NC=NC12)O